BrC=1C(=C(C=CC1)C=1CCC(CC1)(F)F)C1C(C1)C(=O)OCC ethyl 2-(3-bromo-4',4'-difluoro-2',3',4',5'-tetrahydro-[1,1'-biphenyl]-2-yl)cyclopropane-1-carboxylate